ClC1=NC2=CC=C(C=C2C(=N1)C(COC1OCCCC1)(C1=CC=CC=C1)OC1CC1)C=1C2=C(C(N(C1)C)=O)OC=C2 4-(2-chloro-4-(1-cyclopropoxy-1-phenyl-2-((tetrahydro-2H-pyran-2-yl)oxy)ethyl)quinazolin-6-yl)-6-methylfuro[2,3-c]pyridin-7(6H)-one